5-(2,3-dimethyl-3H-imidazo[4,5-b]pyridin-5-yl)-N-(cis-3-(2-methoxyethoxy)cyclobutyl)pyrrolo[2,1-f][1,2,4]triazin-2-amine CC1=NC=2C(=NC(=CC2)C=2C=CN3N=C(N=CC32)N[C@@H]3C[C@@H](C3)OCCOC)N1C